3-[3-[(3S)-3-benzyloxybutoxy]propyl]-1H-1,2,4-triazole C(C1=CC=CC=C1)O[C@H](CCOCCCC1=NNC=N1)C